BrC=1SC=C(N1)C(=O)NC1=CC2=CN(N=C2C=C1C1=COC=C1)CCC(C)(C)O 2-bromo-N-(6-(furan-3-yl)-2-(3-hydroxy-3-methylbutyl)-2H-indazol-5-yl)thiazole-4-carboxamide